BrC1=CC=CC=2N(C(NC21)=O)C2CCC(CC2)C(=O)NC=2C=NC(=CC2)OC 4-(4-bromo-2-oxo-2,3-dihydro-1H-1,3-benzodiazol-1-yl)-N-(6-methoxypyridin-3-yl)cyclohexane-1-carboxamide